O1CC(CC=C1)C=O 3,4-dihydropyran-3-formaldehyde